ClC=1C=C(CC=2C(=C(N)C=C(C2)OC)C)C=CC1F 3-(3-chloro-4-fluorobenzyl)-5-methoxy-2-methyl-aniline